6-(Cyclopropanecarboxamido)-4-((2-methoxy-3-(1-methyl-1H-1,2,4-triazol-3-yl)phenyl)amino)-N-methylpyridazine-3-carboxamide C1(CC1)C(=O)NC1=CC(=C(N=N1)C(=O)NC)NC1=C(C(=CC=C1)C1=NN(C=N1)C)OC